2-Phenyl-4-chloroquinoline C1(=CC=CC=C1)C1=NC2=CC=CC=C2C(=C1)Cl